CC=1C=NC(=NC1)NC1=CC=NN1C 5-Methyl-2-((1-methyl-1H-pyrazol-5-yl)amino)pyrimidin